FC=1C=C(OC=2SC(=CN2)C(=O)O)C=C(C1)F 2-(3,5-difluorophenoxy)thiazole-5-carboxylic acid